CC(CCCO)CCC 4-methyl-1-heptanol